CC1=C(C(=CC=C1)C)C1=CC(=CC=C1)[C@H](CC(=O)OCC)NC(=O)NC=1C(N2CCCC2=CC1O)=O Ethyl (S)-3-(2',6'-Dimethylbiphenyl-3-yl)-3-(3-(7-hydroxy-5-oxo-1,2,3,5-tetrahydroindolizin-6-yl)ureido)propanoat